CC1(N=NC(=C1)C)C(=O)[O-] 3,5-dimethyl-pyrazolate